NC1=NC(=CC=C1/N=N/C1=C(C=CC=C1)OC(=O)N1CCOCC1)N.COC1=C(C=CC=C1)N1CCN(CC1)C(=O)N 4-(2-methoxyphenyl)piperazin-amide (E)-2-((2,6-diaminopyridin-3-yl)diazenyl)phenyl-morpholine-4-carboxylate